C1(CC1)N(C1=NC(=C(C=2N=C(N=CC21)SC)F)C2=CC(=CC1=CC=C(C(=C21)C#C[Si](C(C)C)(C(C)C)C(C)C)F)OCOC)C N-cyclopropyl-8-fluoro-7-(7-fluoro-3-(methoxymethoxy)-8-((triisopropylsilyl)ethynyl)naphthalen-1-yl)-N-methyl-2-(methylthio)pyrido[4,3-d]pyrimidin-5-amine